1,7-bis(methylcarbamoylmethyl)-1,4,7-triazaheptane CNC(=O)CNCCNCCNCC(NC)=O